FC(C(=O)O)(F)F.FC(C(=O)O)(F)F.NCC(CC=1N(C(NN1)=O)C1=NC=C(C=C1C)C#CC=1C=CC2=C(OCCN2)N1)=C(F)F [2-(aminomethyl)-3,3-difluoro-allyl]-4-[5-[2-(2,3-dihydro-1H-pyrido[2,3-b][1,4]oxazin-6-yl)ethynyl]-3-methyl-2-pyridinyl]-1,2,4-triazol-3-one bistrifluoroacetate salt